3-isopropyl-1,4'-bipiperidine hydrochloride Cl.C(C)(C)C1CN(CCC1)C1CCNCC1